C(CCCCCCC\C=C/CCCCCCCC)(=O)OC[C@@H]([C@H](CC)C(=O)N1C(=NCC1)NC1=C(C=C(C=C1Cl)N)Cl)CC1=CN=CN1C (2R,3S)-3-(2-((4-amino-2,6-dichlorophenyl)amino)-4,5-dihydro-1H-imidazole-1-carbonyl)-2-((1-methyl-1H-imidazol-5-yl)methyl)pentyl oleate